methyl (R)-3-isopropyl-4-(1-methylcyclobutane-1-carbonyl)-2,3,4,5-tetrahydrobenzo[f][1,4]oxazepine-8-carboxylate C(C)(C)[C@@H]1COC2=C(CN1C(=O)C1(CCC1)C)C=CC(=C2)C(=O)OC